2,2'-azo-bis-isobutyronitrile N(=NC(C#N)(C)C)C(C#N)(C)C